CC1=C(N)C=C(C=C1)C1=NOC(=N1)C1=NC=CC=C1 2-methyl-5-(5-(pyridin-2-yl)-1,2,4-oxadiazol-3-yl)aniline